O[C@@H](CN(C1CCC(CC1)NC(=O)C=1C=CC2=C(NC=[NH+]2)C1)C[C@@H]([C@H]([C@@H]([C@@H](CO)O)O)O)O)[C@H]([C@@H]([C@@H](CO)O)O)O 6-{[(1r,4r)-4-{bis[(2S,3R,4R,5R)-2,3,4,5,6-pentahydroxyhexyl]amino}cyclohexyl]carbamoyl}-1H-1,3-benzodiazol-3-ium